tert-Butyl (1S,4S)-5-(4-((3-chloro-2-fluoro-4-((tetrahydrofuran-3-yl)methoxy)phenyl)amino)pyrido[3,2-d]pyrimidin-6-yl)-2,5-diazabicyclo[2.2.1]heptane-2-carboxylate ClC=1C(=C(C=CC1OCC1COCC1)NC=1C2=C(N=CN1)C=CC(=N2)N2[C@@H]1CN([C@H](C2)C1)C(=O)OC(C)(C)C)F